C(#C)C1=CC(=C(C=C1)CNC(=O)[C@H]1N(C[C@@H](C1)O)C([C@H](C(C)(C)C)NC(=O)C1(CC1)F)=O)O (2S,4R)-N-[(4-ethynyl-2-hydroxyphenyl)methyl]-1-[(2S)-2-[(1-fluorocyclopropanecarbonyl)amino]-3,3-dimethyl-butanoyl]-4-hydroxy-pyrrolidine-2-carboxamide